C(C)(C)(C)OC(=O)N1CC2=CC(=C(C=C2CC1)F)CN1N=CC(=C1COC)C(=O)OC 6-fluoro-7-((4-(methoxycarbonyl)-5-(methoxymethyl)-1H-pyrazol-1-yl)methyl)-3,4-dihydroisoquinoline-2(1H)-carboxylic acid tert-butyl ester